C1=NC=C(C2=CC=CC=C12)C1=CC=C(C=C1)C=1C=NN(C1)CC(=O)N(C)C 2-(4-(4-(Isoquinolin-4-yl)phenyl)-1H-pyrazol-1-yl)-N,N-dimethylacetamide